C(C)N1C(OCC2=C1N=C(N=C2)N[C@@H](C)C2=CC=C(C=C2)C(CC(C)C)N2CCNCC2)=O 1-Ethyl-7-[[(1S)-1-[4-(3-methyl-1-piperazin-1-yl-butyl)phenyl]ethyl]amino]-4H-pyrimido[4,5-d][1,3]oxazin-2-one